methyl 6-[4-(difluoromethoxy)-3-phenyl-phenyl]-3-methyl-pyrazine-2-carboxylate FC(OC1=C(C=C(C=C1)C1=CN=C(C(=N1)C(=O)OC)C)C1=CC=CC=C1)F